N1CCS(CC1)CC(=O)NC1=CC=C(C=C1)OC1CC(C1)N1CCCCC1 2-(thiomorpholin-1-yl)-N-(4-(3-(piperidin-1-yl)cyclobutoxy)phenyl)acetamide